N-(4-(methylthio)benzyl)-1-(2-phenyl-2H-pyrazolo[3,4-d]pyrimidin-4-yl)piperidine-3-carboxamide CSC1=CC=C(CNC(=O)C2CN(CCC2)C=2C=3C(N=CN2)=NN(C3)C3=CC=CC=C3)C=C1